Methyl (6R)-6-[(1R,3aR,5aR,7S,9aS,11aR)-7-acetyloxy-3a,6,6,9a,11a-pentamethyl-2,3,3a,4,5,5a,6,7,8,9,9a,10,11,11a-tetradecahydro-1H-cyclopenta[1,2-a]phenanthren-1-yl]heptanoate C(C)(=O)O[C@H]1CC[C@@]2(C=3CC[C@]4([C@](C3CC[C@H]2C1(C)C)(CC[C@@H]4[C@@H](CCCCC(=O)OC)C)C)C)C